1-(2-ethoxy-2-oxoethyl)-2-(2-(((5-fluoro-[1,1'-biphenyl]-2-yl)carbamoyl)oxy)ethyl)-1-methylpyrrolidin-1-ium bromide [Br-].C(C)OC(C[N+]1(C(CCC1)CCOC(NC1=C(C=C(C=C1)F)C1=CC=CC=C1)=O)C)=O